6-cyclopropyl-2-[[(3R)-oxacyclohex-3-yl]amino]pyridine-3-carbonitrile C1(CC1)C1=CC=C(C(=N1)N[C@H]1COCCC1)C#N